N-Butyl-8-(6-(3-(3-fluorophenoxy)azetidin-1-yl)pyridin-3-yl)quinoxalin-6-amine C(CCC)NC=1C=C2N=CC=NC2=C(C1)C=1C=NC(=CC1)N1CC(C1)OC1=CC(=CC=C1)F